C(C)(C)(C)C=1C=C(C2=CC=CC=C2C1)N1C(=CC2=CC=CC=C12)C1=CC=CC=C1 N-(3-t-butylnaphthyl)-2-(phenyl)-indole